2-benzoxyacetaldehyde C(C1=CC=CC=C1)OCC=O